C1OCC12CCC(CC2)OC2=NC=CC(=N2)C2=CN=C(S2)N 5-(2-((2-oxaspiro[3.5]nonan-7-yl)oxy)pyrimidin-4-yl)thiazol-2-amine